4-Hydroxyundecyl docosanoate C(CCCCCCCCCCCCCCCCCCCCC)(=O)OCCCC(CCCCCCC)O